(4-methoxyphenyl)methyl acetate C(C)(=O)OCC1=CC=C(C=C1)OC